Anise alcohol OCC1=CC=C(OC)C=C1